2-(difluoromethyl)-5-(6-((4-(3-fluoropyridin-4-yl)-1H-1,2,3-triazol-1-yl)methyl)pyridin-3-yl)-1,3,4-oxadiazole FC(C=1OC(=NN1)C=1C=NC(=CC1)CN1N=NC(=C1)C1=C(C=NC=C1)F)F